1-(3-hydroxy-4-difluoromethoxystyryl)-2,6-dimethylpyridin-4(1H)-one OC=1C=C(C=CN2C(=CC(C=C2C)=O)C)C=CC1OC(F)F